1-[4-(3-chlorophenyl)piperazin-1-yl]-5-methyl-hexane-1,4-dione ClC=1C=C(C=CC1)N1CCN(CC1)C(CCC(C(C)C)=O)=O